C1OCC12COC(=NC2)NC2=CC(=C(OC1=C3C(=NC=C1)N(C=C3C3=CC=C(C(=O)N(C)CCOC)C=C3)COCC[Si](C)(C)C)C(=C2)F)F 4-(4-(4-((2,6-dioxa-8-azaspiro[3.5]non-7-en-7-yl)amino)-2,6-difluorophenoxy)-1-((2-(trimethylsilyl)ethoxy)methyl)-1H-pyrrolo[2,3-b]pyridin-3-yl)-N-(2-methoxyethyl)-N-methylbenzamide